BrC1=CC(=C(C(=O)N(C[C@H]2COCC2)C)C=C1)C (S)-4-bromo-N,2-dimethyl-N-((tetrahydrofuran-3-yl)methyl)benzamide